The molecule is a tripeptide formed between L-Hcy, L-Lys and L-Leu in a linear sequence, with the peptide linkage between Hcy and Lys being from the carboxy group of the Hcy to the epsilon-nitrogen of the lysine. CC(C)C[C@@H](C(=O)O)NC(=O)[C@H](CCCCNC(=O)[C@H](CCS)N)N